O1CC(=CC2=CC=CC=C12)C(=O)N 2H-chromen-3-carboxamide